6-(cyclopropanecarboxamido)-N-(2-fluoroethoxy)-4-((2-methoxy-3-(1-methyl-1H-1,2,4-triazole-3-yl)phenyl)amino)pyridazine-3-carboxamide C1(CC1)C(=O)NC1=CC(=C(N=N1)C(=O)NOCCF)NC1=C(C(=CC=C1)C1=NN(C=N1)C)OC